FC=1C=C(C=C(C1)F)[C@@H]1CC=NN1C(=O)N1CCN(CC1)C1=NC=C(C(=N1)C=1C(=NN(C1)CC(=O)N)C)F (S)-2-(4-(2-(4-(5-(3,5-difluorophenyl)-4,5-dihydro-1H-pyrazole-1-carbonyl)piperazin-1-yl)-5-fluoropyrimidin-4-yl)-3-methyl-1H-pyrazol-1-yl)acetamide